3-(5-(((3R,4R)-4-(diethylamino)tetrahydrofuran-3-yl)oxy)-1-oxoisoindolin-2-yl)piperidine-2,6-dione C(C)N([C@H]1[C@H](COC1)OC=1C=C2CN(C(C2=CC1)=O)C1C(NC(CC1)=O)=O)CC